5-(2-methoxynaphthalene-1-yl)-2-nitropyridine COC1=C(C2=CC=CC=C2C=C1)C=1C=CC(=NC1)[N+](=O)[O-]